N-(5-(1,5-naphthyridin-4-yl)-1H-pyrazol-3-yl)-5-(piperidin-4-yl)-5H-pyrrolo[2,3-b]pyrazin-3-amine N1=CC=C(C2=NC=CC=C12)C1=CC(=NN1)NC1=CN=C2C(=N1)N(C=C2)C2CCNCC2